1-((3,3-difluorocyclopentyl)methyl)-3-methoxy-4-(trifluoromethyl)-1H-pyrazole-5-carboxylic acid FC1(CC(CC1)CN1N=C(C(=C1C(=O)O)C(F)(F)F)OC)F